N-(Quinolin-8-yl)furan-2,4-d2-3-carboxamide N1=CC=CC2=CC=CC(=C12)NC(=O)C1=C(OC=C1[2H])[2H]